(S)-2-chloro-6-oxo-1-(2-((6-oxo-5-(trifluoromethyl)-1,6-dihydropyridazin-4-yl)amino)propyl)-1,6-dihydropyridine-3-carboxylic acid ClC=1N(C(C=CC1C(=O)O)=O)C[C@H](C)NC=1C=NNC(C1C(F)(F)F)=O